4-{2-[4-(2-((2R,6S)-4-acetyl-2,6-dimethylpiperazin-1-yl)ethoxy)phenyl]quinolin-6-yl}-6-methyl-1-tosyl-1H-pyrrolo[2,3-c]pyridin-7(6H)-one C(C)(=O)N1C[C@H](N([C@H](C1)C)CCOC1=CC=C(C=C1)C1=NC2=CC=C(C=C2C=C1)C=1C2=C(C(N(C1)C)=O)N(C=C2)S(=O)(=O)C2=CC=C(C)C=C2)C